tert-butyl 2-(4,5-dichloro-1H-imidazol-1-yl)acetate ClC=1N=CN(C1Cl)CC(=O)OC(C)(C)C